C(CCC)OC1=CC=C(C2=CC=CC=C12)O 4-(n-butoxy)-1-naphthol